3-(2-acetamido-4-methyl-1H-benzo[d]imidazol-6-yl)-N-benzylbenzamide C(C)(=O)NC1=NC2=C(N1)C=C(C=C2C)C=2C=C(C(=O)NCC1=CC=CC=C1)C=CC2